8-(2,3,4,5-Tetramethyl-1,3-cyclopentadienyl)-1,2,3,4-tetrahydroquinoline CC1=C(C(C(=C1C)C)C)C=1C=CC=C2CCCNC12